FC(C(=O)O)(F)F.OC=1C=C(C=C(C1)C(F)(F)F)C1=CC2=C(NC([C@H]3N(C2=O)CCNC3)=O)C=C1 (S)-8-(3-Hydroxy-5-(trifluoromethyl)phenyl)-1,3,4,12a-tetrahydrobenzo[e]pyrazino[1,2-a][1,4]diazepine-6,12(2H,11H)-dione 2,2,2-trifluoroacetate